ClC1=CC(=C(OCCC=2C=C3C(=CNC3=CC2)NC(C)=O)C=C1)C(F)(F)F N-(5-{2-[4-chloro-2-(trifluoromethyl)phenoxy]ethyl}-1H-indol-3-yl)acetamide